4-(N-methoxyamino)-6-chlorobenzopyridazine CONC1=CN=NC2=C1C=C(C=C2)Cl